(S,R) or (S,S)-N'-((1-hydroxy-1,2,3,5,6,7-hexahydro-s-indacen-4-yl)carbamoyl)-5-(2-hydroxypropan-2-yl)thiazole-2-sulfonimidamide O[C@@H]1CCC2=C(C=3CCCC3C=C12)NC(=O)N=[S@@](=O)(N)C=1SC(=CN1)C(C)(C)O |o1:1|